1-(2-Ethoxy-2-oxoethyl)-4-fluoropiperidine-4-carboxylic acid ethyl ester C(C)OC(=O)C1(CCN(CC1)CC(=O)OCC)F